N-(9-Azabicyclo[3.3.1]non-3-yl)-6-(2,7-dimethyl-2H-indazol-5-yl)-N-methyl[1,3]thiazolo[4,5-c]pyridin-2-amin C12CC(CC(CCC1)N2)N(C=2SC1=C(C=NC(=C1)C1=CC3=CN(N=C3C(=C1)C)C)N2)C